2'-oxo-1',2',5,7-tetrahydrospiro[cyclopenta[c]pyridine-6,3'-pyrrolo[2,3-b]pyridine]-3-carboxylic acid isopropyl ester C(C)(C)OC(=O)C1=CC2=C(C=N1)CC1(C(NC3=NC=CC=C31)=O)C2